C(C=C)(=O)N1[C@H](CN(CC1)C1=CC(=NC=2CN(CCC12)C1=CC=CC2=CC=CC(=C12)C)C(=O)NCCC1(CCCCC1)N)CC#N (S)-4-(4-acryloyl-3-(cyanomethyl)piperazin-1-yl)-N-(2-(1-aminocyclohexyl)ethyl)-7-(8-methylnaphthalen-1-yl)-5,6,7,8-tetrahydro-1,7-naphthyridine-2-carboxamide